O1CCC(CC1)OC([C@@H](N)C)=O L-alanine tetrahydro-2H-pyran-4-yl ester